2-((4,6-Dimethylpyridin-2-yl)amino)-N-(2-hydroxy-2-(2-methyl-1H-indol-3-yl)ethyl)pyrimidine-5-carboxamide CC1=CC(=NC(=C1)C)NC1=NC=C(C=N1)C(=O)NCC(C1=C(NC2=CC=CC=C12)C)O